CC=1C=C2N=C(C(=NC2=CC1C)C(=O)OC)NC(NCCC)=O methyl 6,7-dimethyl-3-[(propylcarbamoyl)amino]quinoxaline-2-carboxylate